1-(1-(5,6-dimethoxypyridazin-3-yl)piperidin-4-yl)ethan-1-ol COC=1C=C(N=NC1OC)N1CCC(CC1)C(C)O